(1-bromoethyl)-4-fluorobenzene BrC(C)C1=CC=C(C=C1)F